FC(C(C)C1CN(CC1)C(=O)NC1=C(C=C(C(=C1)C=1C=C(C=2N(C1)C=CN2)N2CCOCC2)C)F)F 3-(1,1-difluoropropan-2-yl)-N-{2-fluoro-4-methyl-5-[8-(morpholin-4-yl)imidazo[1,2-a]pyridin-6-yl]phenyl}pyrrolidine-1-carboxamide